COC=1C=C(C=O)C(=CN1)OCC=1C(=NC=CC1)C1=CC=NN1CCC(F)(F)F 2-methoxy-5-((2-(1-(3,3,3-trifluoropropyl)-1H-pyrazol-5-yl)pyridin-3-yl)methoxy)isonicotinaldehyde